methylpropanoyl bromide CC(C(=O)Br)C